F[C@@H]1[C@]2(C=C[C@@](C[C@@H]1OC=1N=NC(=CN1)C1=C(C=C(C=C1)N1N=CC(=C1)F)O)(N2)C)C 2-(3-(((1R,2R,3S,5R)-2-fluoro-1,5-dimethyl-8-azabicyclo[3.2.1]oct-6-en-3-yl)oxy)-1,2,4-triazin-6-yl)-5-(4-fluoro-1H-pyrazol-1-yl)phenol